Glutathione, monosodium salt [Na].N[C@H](C(=O)O)CCC(=O)N[C@@H](CS)C(=O)NCC(=O)O